9-chloro-7-(5-fluoroindol-1-yl)-4-{[2-(1-methylpyrazol-4-yl)pyrimidin-5-yl]methyl}-3,5-dihydro-2H-1,4-benzoxazepine ClC1=CC(=CC=2CN(CCOC21)CC=2C=NC(=NC2)C=2C=NN(C2)C)N2C=CC1=CC(=CC=C21)F